BrC=1C=CC2=C(CC3(CCN(CC3)CC(C)(O)C)O2)C1 1-(5-Bromo-3H-spiro[benzofuran-2,4'-piperidin]-1'-yl)-2-methylpropan-2-ol